C(C)(=O)N[C@H]1[C@@H](O[C@@H]([C@H]([C@@H]1OC(C)=O)OC(C)=O)COC(C)=O)Cl 2-acetamido-3,4,6-tri-O-acetyl-2-deoxy-β-D-glucopyranosyl chloride